OCC(CCC)(C)SCC(C(=O)OCC)C ethyl 3-((1-hydroxy-2-methylpentan-2-yl)thio)-2-methylpropanoate